[IH2+].C(=N)[NH-] Formamidine-iodonium salt